3alpha,7alpha,12alpha-trihydroxycholestan-26-al O[C@H]1CC2C[C@H]([C@H]3[C@@H]4CC[C@H]([C@@H](CCCC(C=O)C)C)[C@]4([C@H](C[C@@H]3[C@]2(CC1)C)O)C)O